[Si](C1=CC=CC=C1)(C1=CC=CC=C1)(C(C)(C)C)OC[C@H](C)N1N=C2C(=NC(=CC2=C1)Cl)I (S)-2-(1-((tert-butyldiphenylsilyl)oxy)propan-2-yl)-5-chloro-7-iodo-2H-pyrazolo[3,4-c]pyridine